FC1=C(C=CC(=C1C)F)C=1C=C2C(=NC1)NC(N2C[C@@H](CC)O)=O |r| (R/S)-6-(2,4-Difluoro-3-methylphenyl)-1-(2-hydroxybutyl)-3H-imidazo[4,5-b]pyridin-2-on